(R,6S)-N'-((1,2,3,5,6,7-hexahydro-s-indacen-4-yl)carbamoyl)-6-hydroxy-6,7-dihydro-5H-pyrazolo[5,1-b][1,3]oxazine-3-sulfonimidamide C1CCC2=C(C=3CCCC3C=C12)NC(=O)N=[S@](=O)(N)C=1C=NN2C1OC[C@H](C2)O